ClC=1C=C2C=CN(C2=C(C1)C1=C2C(=NC=C1)C=C(S2)CN2C(N(C=C(C2=O)C)CC(C)(C)O)=O)CC2(CCNCC2)C#N 4-((5-chloro-7-(2-((3-(2-hydroxy-2-methylpropyl)-5-methyl-2,6-dioxo-3,6-dihydropyrimidin-1(2H)-yl)methyl)thieno[3,2-b]pyridin-7-yl)-1H-indol-1-yl)methyl)piperidine-4-carbonitrile